C(C)(=O)N1[C@H]([C@@H]([C@H](C2=CC(=CC=C12)C#N)NC1=NC=C(C=C1)C)C)C1CC1 (2S,3R,4R)-1-acetyl-2-cyclopropyl-3-methyl-4-((5-methylpyridin-2-yl)amino)-1,2,3,4-tetrahydroquinoline-6-carbonitrile